ClC=1C=C(NC=2C=3N(C=CN2)C=CN3)C=CC1C(=O)N1CCN(CC1)C(CN(C)C)=O 8-[3-chloro-4-[4-[2-(dimethylamino)acetyl]piperazine-1-carbonyl]anilino]imidazo[1,2-a]pyrazin